(2S,5R)-3-[tert-butyl(dimethyl)silyl]oxy-5-(2,4-dioxopyrimidin-1-yl)-4-methoxy-tetrahydrofuran-2-carbaldehyde [Si](C)(C)(C(C)(C)C)OC1[C@H](O[C@H](C1OC)N1C(NC(C=C1)=O)=O)C=O